C(C)C=1C(=CC=C2C=C(C=C(C12)C1=C(C=2N=C(N=C(C2C(=N1)C)N1CC(CCC1)(O)C)OCC1(CC1)CN1CCOCC1)F)O)F 1-(7-(8-ethyl-7-fluoro-3-hydroxynaphthalene-1-yl)-8-fluoro-5-methyl-2-((1-(morpholinylmethyl)cyclopropyl)methoxy)pyrido[4,3-d]pyrimidin-4-yl)-3-methylpiperidin-3-ol